3-(biphenyl-2-yl)-7-bromodibenzo[b,d]-furan C1(=C(C=CC=C1)C=1C=CC2=C(OC3=C2C=CC(=C3)Br)C1)C1=CC=CC=C1